4,4-dimethyl-6-(2-(((6-(4-methylpiperazin-1-yl)pyridin-3-yl)methyl)amino)-7H-pyrrolo[2,3-d]pyrimidin-5-yl)-3,4-dihydroisoquinolin-1(2H)-one CC1(CNC(C2=CC=C(C=C12)C1=CNC=2N=C(N=CC21)NCC=2C=NC(=CC2)N2CCN(CC2)C)=O)C